N-(4-cyclohexylphenyl)-7-acetoxy-2-phenylquinoline-4-carboxamide C1(CCCCC1)C1=CC=C(C=C1)NC(=O)C1=CC(=NC2=CC(=CC=C12)OC(C)=O)C1=CC=CC=C1